N-(3-aminopropyl)-6-azidohexanamide trifluoroacetate FC(C(=O)O)(F)F.NCCCNC(CCCCCN=[N+]=[N-])=O